N1C(=NC2=C1C=CC=C2)C=2C(=C(C=O)C=C(C2)C)O 3-(1H-benzo[d]imidazole-2-yl)-2-hydroxy-5-methylbenzaldehyde